2-benzyl-N4-isopropyl-5-(3-methyl-1,2,4-oxadiazol-5-yl)pyridine-2,4-diamine C(C1=CC=CC=C1)C1(NC=C(C(=C1)NC(C)C)C1=NC(=NO1)C)N